ClC=1C=NC=CC1C1=C(C2=C(N=C(N=C2)NC2=CC=C(C=C2)N(C)CCN(C)C)N(C1=O)C)C#C 6-(3-chloropyridin-4-yl)-2-[(4-{[2-(dimethylamino)ethyl](methyl)amino}phenyl)amino]-5-ethynyl-8-methylpyrido[2,3-d]pyrimidin-7-one